CC=1N=C2N(N=C(C(=C2)C)N2CC=3C=C(C=NC3CC2)C=2C=NN(C2)C2COC2)C(C1)=O 2,8-dimethyl-7-(3-(1-(oxetan-3-yl)-1H-pyrazol-4-yl)-7,8-dihydro-1,6-naphthyridin-6(5H)-yl)-4H-pyrimido[1,2-b]pyridazin-4-one